CC1=CC=C(C=C1)S(=O)(=O)N 4-toluenesulfonamide